C1(=CC=CC=C1)C1=NC(=CC(=N1)C=1C=C(C=C(C1C1=CC=CC=C1)C1=CC=CC=C1)C#N)C1=CC=CC=C1 6'-(2,6-diphenylpyrimidin-4-yl)-[1,1':2',1''-terphenyl]-4'-carbonitrile